CN1N=CC(=C1)C1=CC=C2C(=N1)C(=CS2)C2=CC(=NC=C2)N 4-(5-(1-methyl-1H-pyrazol-4-yl)thieno[3,2-b]-pyridin-3-yl)pyridin-2-amine